ethyl 3-(dimethylamino)-4-(trifluoromethyl)-1,2-thiazole-5-carboxylate CN(C1=NSC(=C1C(F)(F)F)C(=O)OCC)C